C1=C(C=CC2=C3CCCCC3=CC=C12)O 5,6,7,8-tetrahydrophenanthren-2-ol